C(C)N(C1=CC(=C(C=C1)C(=O)C1=CC=CC=C1)O)CC (4-(diethylamino)-2-hydroxyphenyl)(phenyl)methanone